6-fluoro-2-iodo-3-methyl-phenol FC1=CC=C(C(=C1O)I)C